2-isopropoxyethanol Tert-butyl-(3,5-difluoro-4-((1S,3R)-6-hydroxy-3-methyl-2-(2,2,2-trifluoroethyl)-1,2,3,4-tetrahydroisoquinolin-1-yl)phenyl)(1-(3-fluoropropyl)azetidin-3-yl)carbamate C(C)(C)(C)C1N(CC1N(C(=O)OCCOC(C)C)C1=CC(=C(C(=C1)F)[C@H]1N([C@@H](CC2=CC(=CC=C12)O)C)CC(F)(F)F)F)CCCF